(2-hydroxyethoxy)phenol OCCOC1=C(C=CC=C1)O